Ethyl (Z)-3-((3,3-dibutyl-7-(dimethylamino)-2-(4-methoxybenzyl)-1,1-dioxido-5-phenyl-2,3,4,5-tetrahydro-1,2,5-benzothiadiazepin-8-yl)oxy)-2-fluoroacrylate C(CCC)C1(N(S(C2=C(N(C1)C1=CC=CC=C1)C=C(C(=C2)O\C=C(\C(=O)OCC)/F)N(C)C)(=O)=O)CC2=CC=C(C=C2)OC)CCCC